5,7-dihydroxy-2-(4-hydroxyphenyl)-4H-benzopyran-4-one OC1=CC(=CC2=C1C(C=C(O2)C2=CC=C(C=C2)O)=O)O